C(C)N(CC)CC=1C=CC(=NC1)/C=C/C1=NNC2=CC(=CC=C12)SC1=C(C(=O)NCC)C=C(C=C1)F 2-({3-[(E)-2-{5-[(diethylamino)methyl]pyridin-2-yl}vinyl]-1H-indazol-6-yl}thio)-N-ethyl-5-fluorobenzamide